tert-butyl N-[4-(6-chloro-8-fluoro-4-hydroxy-quinazolin-7-yl)-3-cyano-7-fluoro-benzothiophen-2-yl]carbamate ClC=1C=C2C(=NC=NC2=C(C1C1=CC=C(C2=C1C(=C(S2)NC(OC(C)(C)C)=O)C#N)F)F)O